FC(C(F)(F)F)OC(C(F)(F)F)F 1,2,2,2-tetrafluoroethyl ether